zinc hydroxyvalerate OC(C(=O)[O-])CCC.[Zn+2].OC(C(=O)[O-])CCC